C1(CCCCC1)C(C(=O)NC1CCCCC1)N1C(=NC2=C1C=C(C=C2)F)C2=C(C(=CC=C2)F)F 2,N-dicyclohexyl-2-[2-(2,3-difluoro-phenyl)-6-fluoro-benzimidazol-1-yl]-acetamide